(2S)-2-[[(2S)-2-amino-3-[5-[bis(2-chloroethyl)amino]-1-methyl-benzimidazol-2-yl]propionyl]amino]-4-methyl-pentanoic acid isopropyl ester dihydrochloride Cl.Cl.C(C)(C)OC([C@H](CC(C)C)NC([C@H](CC1=NC2=C(N1C)C=CC(=C2)N(CCCl)CCCl)N)=O)=O